2-((2-amino-1,6-naphthyridin-4-yl)amino)hexan-1-ol NC1=NC2=CC=NC=C2C(=C1)NC(CO)CCCC